C1(CCC1)C(=O)N1CCC(CC1)N(C=1C=NC=CC1OC)C1=CC=C(C=C1)OC(F)F Cyclobutyl(4-((4-(difluoromethoxy)phenyl)(4-methoxypyridin-3-yl)amino)piperidin-1-yl)methanone